C1=CCCCCCC1 4-trans-cyclooctene